C(C)OC1=CC(=NC2=CC=C(C=C12)NC(=O)C1COC1)N1C=NN=C1 N-(4-ethoxy-2-(4H-1,2,4-triazol-4-yl)quinolin-6-yl)oxetane-3-carboxamide